2-[4-(4-chloro-1-(4-hydroxyphenyl)-2-phenyl-1-butenyl)phenoxy]-N,N-dimethylethanamine ClCCC(=C(C1=CC=C(C=C1)O)C1=CC=C(OCCN(C)C)C=C1)C1=CC=CC=C1